NC1=C(C=C(C=N1)C=1C=NC=CC1)O[C@H](C)C=1C=C(C=CC1)NC(C1=CC(=CC=C1)SC)=O (R)-N-(3-(1-((6-amino-[3,3-bipyridin]-5-yl)oxy)ethyl)phenyl)-3-(methylthio)benzamide